3-(2-chloro-4-fluorophenoxy)-6-(trifluoromethyl)pyridazine-4-carboxylic acid ClC1=C(OC=2N=NC(=CC2C(=O)O)C(F)(F)F)C=CC(=C1)F